[N+](=O)([O-])OCCCCCC(=O)O[C@H](/C=C/[C@H]1[C@@H]2OB(O[C@H]([C@@H]1C\C=C/CCCC(=O)NCC)C2)C2=CC=CC=C2)CCC2=CC=CC=C2 (1E,3S)-1-{(1S,5R,6R,7R)-7-[(2Z)-7-(ethylamino)-7-oxohept-2-en-1-yl]-3-phenyl-2,4-dioxa-3-borabicyclo[3.2.1]octan-6-yl}-5-phenylpent-1-en-3-yl 6-(nitrooxy)hexanoate